C[C@H]1O[C@H](CN(C1)C1=NC=CC(=N1)NC1=CC(=NO1)C1=CC=C(C=C1)OC)C N-(2-((2R,6S)-2,6-dimethylmorpholino)pyrimidin-4-yl)-3-(4-methoxyphenyl)isoxazol-5-amine